CC(C(C(=O)O)NC)CC 3-METHYL-2-(METHYLAMINO)PENTANOIC ACID